(1R,5S)-6,6-dimethyl-2,4-dioxo-3-azabicyclo[3.1.0]hexane CC1([C@H]2C(NC([C@@H]12)=O)=O)C